FC1(C2CN(CC12)C=1N=NC(=C2C1N=CC=C2)C2=C(C=C(C=C2)C(F)(F)F)O)F 2-(8-(6,6-difluoro-3-azabicyclo[3.1.0]hex-3-yl)pyrido[2,3-d]pyridazin-5-yl)-5-(trifluoromethyl)phenol